FC(OC=1C(=CC2=C(NCCO2)C1)C1=NN(C=C1NC(=O)C=1C=NN2C1N=CC=C2)C[C@@H](CC)O)F N-[3-[6-(difluoromethoxy)-3,4-dihydro-2H-1,4-benzoxazin-7-yl]-1-[(2R)-2-hydroxybutyl]pyrazol-4-yl]pyrazolo[1,5-a]pyrimidine-3-carboxamide